C(OCC(F)F)(OCC(F)F)OCC(F)F tris(2,2-difluoroethyl) orthoformate